Cl\C(\C(F)(F)F)=C/C(F)(F)F Z-chloro-1,1,1,4,4,4-hexafluorobut-2-ene